F[C@H]1[C@H](CNC1)C=1C(=NC(=CC1)C1=CN=C2N1N=C(C=C2)OC)N ((3S,4S)-4-fluoropyrrolidin-3-yl)-6-(6-methoxyimidazo[1,2-b]pyridazin-3-yl)pyridin-2-amine